decyl (7-(dioctylamino)heptyl) phosphate P(=O)(OCCCCCCCCCC)(OCCCCCCCN(CCCCCCCC)CCCCCCCC)[O-]